6-((2-(1-(cyclopropylsulfonyl)-1H-pyrazol-4-yl)-6-methylpyrimidin-4-yl)amino)-4-(isopropylamino)-N-(4,4,4-trifluorobutyl)nicotinamide C1(CC1)S(=O)(=O)N1N=CC(=C1)C1=NC(=CC(=N1)NC1=NC=C(C(=O)NCCCC(F)(F)F)C(=C1)NC(C)C)C